C(C)(C)(C)C=1N(C=CN1)CC1=CC=C(C=C1)C1=C(SC(=C1)CC(C)C)S(=O)(=O)[N-]C(=O)OC ((3-(4-((2-(tert-butyl)-1H-imidazol-1-yl)methyl)phenyl)-5-isobutylthiophen-2-yl)sulfonyl)(methoxycarbonyl)amide